FC(CN1C(=NC=2C1=NC(=CC2)C2=CNC=1N=C(N=CC12)NC1=CC(=CC=C1)N1CCN(CC1)C)C)F 5-(3-(2,2-difluoroethyl)-2-methyl-3H-imidazo[4,5-b]pyridin-5-yl)-N-(3-(4-methylpiperazin-1-yl)phenyl)-7H-pyrrolo[2,3-d]pyrimidin-2-amine